NC(C#N)C1=CC=CC2=CC=CC=C12 2-Amino-2-(naphthalen-1-yl)acetonitrile